O1CCN(CC1)C=1C2=C(N=CN1)N(C(=C2)C2=CC=C(C=C2)NC=2N=CC(=NC2)N2CCN(CC2)C(=O)OC(C)(C)C)COCC[Si](C)(C)C tert-butyl 4-(5-((4-(4-morpholino-7-((2-(trimethylsilyl)ethoxy)methyl)-7H-pyrrolo[2,3-d]pyrimidin-6-yl)phenyl)amino)pyrazin-2-yl)piperazine-1-carboxylate